4-[2-(4-aminopiperidin-1-yl)-5-(6-ethoxy-5-fluoropyridin-3-yl)-1-methyl-6-oxopyrimidin-4-yl]-2-fluorobenzonitrile NC1CCN(CC1)C=1N(C(C(=C(N1)C1=CC(=C(C#N)C=C1)F)C=1C=NC(=C(C1)F)OCC)=O)C